C(C)(C)(C)OC(=O)N1CCC(CC1)(C)/C(/COC)=N/O (Z)-4-(1-(oximino)-2-methoxyethyl)-4-methylpiperidine-1-carboxylic acid tert-butyl ester